ClC1=C(C=CC=C1)CC(=O)NC1=CC(=C(C=C1)C=1C=NC=C(C1)C#N)S(N)(=O)=O 2-(2-Chlorophenyl)-N-[4-(5-cyanopyridin-3-yl)-3-sulfamoylphenyl]acetamide